C(#N)C1=CC(=C(C=C1)N1CC(N(C2(CN(C2)C2=CC=C(C(=O)NC)C=C2)C1=O)CC1=CC=C(C=C1)C(F)(F)F)=O)F 4-(8-(4-cyano-2-fluorophenyl)-6,9-dioxo-5-(4-(trifluoromethyl)benzyl)-2,5,8-triazaspiro[3.5]nonan-2-yl)-N-methylbenzamide